(S)-(3-methyl-6-(2-methyl-2H-pyrazolo[3,4-b]pyridin-5-yl)thieno[2,3-b]pyridin-2-yl)(tetrahydro-2H-pyran-4-yl)methanol CC1=C(SC2=NC(=CC=C21)C2=CC=1C(N=C2)=NN(C1)C)[C@@H](O)C1CCOCC1